N-(4-methylpyridin-2-yl)-4-(2,4,5-trimethylphenyl)thiazol-2-amine CC1=CC(=NC=C1)NC=1SC=C(N1)C1=C(C=C(C(=C1)C)C)C